bromo-2,2'-bipyridine BrC=1C(=NC=CC1)C1=NC=CC=C1